[I-].CN1C([Se]C2=C1C=CC=C2)C N-methyl-2-methylbenzselenazole iodide